9,9',9'',9'''-([4,4'-bipyridine]-2,3,5,6-tetrayltetrakis(benzene-3,1-diyl))tetrakis(9H-carbazole) N1=C(C(=C(C(=C1C=1C=C(C=CC1)N1C2=CC=CC=C2C=2C=CC=CC12)C=1C=C(C=CC1)N1C2=CC=CC=C2C=2C=CC=CC12)C1=CC=NC=C1)C=1C=C(C=CC1)N1C2=CC=CC=C2C=2C=CC=CC12)C=1C=C(C=CC1)N1C2=CC=CC=C2C=2C=CC=CC12